3-((methylamino)methyl)-2-(4-propylphenethyl)-6-((tetrahydro-2H-pyran-2-yl)methoxy)pyridin-4-ol CNCC=1C(=NC(=CC1O)OCC1OCCCC1)CCC1=CC=C(C=C1)CCC